1,3-bis[3,5-bis(trifluoromethyl)phenyl]thiourea FC(C=1C=C(C=C(C1)C(F)(F)F)NC(=S)NC1=CC(=CC(=C1)C(F)(F)F)C(F)(F)F)(F)F